1-(2-nitrophenyl)-N-phenylmethoxymethanimine [N+](=O)([O-])C1=C(C=CC=C1)C=NOCC1=CC=CC=C1